5-(4-chloro-2-fluorophenyl)-2,3-dimethyl-7-((2S)-2-(1-(2-propanyl)-1H-pyrazol-4-yl)-4-morpholinyl)pyrido[4,3-d]pyrimidin-4(3H)-one ClC1=CC(=C(C=C1)C1=NC(=CC=2N=C(N(C(C21)=O)C)C)N2C[C@@H](OCC2)C=2C=NN(C2)C(C)C)F